ClC=1C=C(C=C(C1OC1=NNC(C2=CC(=CC=C12)C)=O)Cl)N1N=C(C(NC1=O)=O)C#N (3,5-dichloro-4-((6-methyl-4-oxo-3,4-dihydrophthalazin-1-yl)oxy)phenyl)-3,5-dioxo-2,3,4,5-tetrahydro-1,2,4-triazine-6-carbonitrile